2-fluoro-4-(1-oxo-1-(4-(trifluoromethoxy)phenyl)pentan-2-yl)benzoic acid tert-butyl ester C(C)(C)(C)OC(C1=C(C=C(C=C1)C(C(C1=CC=C(C=C1)OC(F)(F)F)=O)CCC)F)=O